(S)-N-((2S,4S,5S)-5-(2-(2,6-dimethylphenoxy)acetamido)-4-hydroxy-1,6-diphenylhexane-2-yl)-2-(2-oxotetrahydropyrimidin-1(2H)-yl)-3-(p-tolyl)propenamide CC1=C(OCC(=O)N[C@H]([C@H](C[C@H](CC2=CC=CC=C2)NC(C(=CC2=CC=C(C=C2)C)N2C(NCCC2)=O)=O)O)CC2=CC=CC=C2)C(=CC=C1)C